Benzyl (3R)-4-({2-amino-3-O-[(3R)-3-(decanoyloxy)tetradecanoyl]-2-deoxy-β-D-glucopyranosyl}oxy)-3-{[(3R)-3-(decanoyloxy)tetradecanoyl]amino}butanoate N[C@H]1[C@@H](O[C@@H]([C@H]([C@@H]1OC(C[C@@H](CCCCCCCCCCC)OC(CCCCCCCCC)=O)=O)O)CO)OC[C@@H](CC(=O)OCC1=CC=CC=C1)NC(C[C@@H](CCCCCCCCCCC)OC(CCCCCCCCC)=O)=O